C(=O)N1[C@H](C2=CC(=C(C=C2CC1)OC)C(=O)NC)CCC1=CNC2=CC=C(C=C12)OC (S)-2-formyl-6-methoxy-1-(2-(5-methoxy-1H-indol-3-yl)ethyl)-N-methyl-1,2,3,4-tetrahydroisoquinoline-7-carboxamide